NCCCCCCCCCCCC(=O)O 2-E-12-aminododecanoic acid